P(=O)(OCC(F)(F)F)([O-])F 2,2,2-trifluoroethyl fluorophosphate